3-[(tert-butoxycarbonyl)amino]-2-(4-fluorophenyl)propionic acid C(C)(C)(C)OC(=O)NCC(C(=O)O)C1=CC=C(C=C1)F